ClC1=CC(=C(C=C1)C#CC=1C=CC(=NC1)C(=O)O)NS(=O)(=O)C=1C=CC(=C2C=CC=NC12)OC 5-{2-[4-chloro-2-(5-methoxyquinoline-8-sulfonamido)phenyl]ethynyl}pyridine-2-carboxylic acid